1-(2-(Azetidin-1-yl)-2-oxoethyl)-3-methyl-6-(S-(trifluoromethyl)thiophen-2-yl)-1,3-dihydro-2H-imidazo[4,5-b]pyridin-2-one N1(CCC1)C(CN1C(N(C2=NC=C(C=C21)C=2S(C=CC2)C(F)(F)F)C)=O)=O